COC1=C(C=CC(=C1)OC1=C(C=C(C(=C1)F)F)F)NC(OCC=1C(=C2C(N(CC2=CC1)C1C(NC(CC1)=O)=O)=O)OC)=O [2-(2,6-dioxopiperidin-3-yl)-4-methoxy-3-oxo-2,3-dihydro-1H-isoindol-5-yl]methyl N-[2-methoxy-4-(2,4,5-trifluorophenoxy)phenyl]carbamate